NC=1C=CC(=C(C1)CC1=C(C=CC(=C1)N)O)O bis(5-amino-2-hydroxyphenyl)methane